FC(C=1C(=C(C=CC1)[C@@H](C)NC=1C2=C(N=C(N1)C)N=C(C(=C2)CN2CCN(CC2)C)OC)F)F (R)-N-(1-(3-(difluoromethyl)-2-fluorophenyl)ethyl)-7-methoxy-2-methyl-6-((4-methylpiperazin-1-yl)methyl)pyrido[2,3-d]pyrimidin-4-amine